5-(1-cyanocyclopropyl)-3-ethylsulfonyl-N-[3-methyl-5-(1,1,2,2,2-pentafluoroethyl)-1,3,4-thiadiazol-2-ylidene]pyridine-2-carboxamide C(#N)C1(CC1)C=1C=C(C(=NC1)C(=O)N=C1SC(=NN1C)C(C(F)(F)F)(F)F)S(=O)(=O)CC